P1(=O)(OOC2=C(C(=C(C=C2)C(C)(C)C)CC=2C(=C(OO1)C=CC2C(C)(C)C)C(C)(C)C)C(C)(C)C)[O-].[Al+3].C2C=1C(=C(OOP(=O)(OOC3=C(C2=C(C=C3)C(C)(C)C)C(C)(C)C)[O-])C=CC1C(C)(C)C)C(C)(C)C.C1C=3C(=C(OOP(=O)(OOC2=C(C1=C(C=C2)C(C)(C)C)C(C)(C)C)[O-])C=CC3C(C)(C)C)C(C)(C)C aluminum methylenebis(2,4-di-tert-butylphenoxy) phosphate